azobis{2-[1-(2-hydroxyethyl)-2-imidazolin-2-yl]propane}, Dihydrochloride Cl.Cl.N(=NCC(C)C=1N(CCN1)CCO)CC(C)C=1N(CCN1)CCO